C(C)(C)(C)OC(N(C(=O)OC(C)(C)C)CCOCCOCCOCCOCCN(C)CC1=CC=CC=C1)=O tert-butyl-N-[2-[2-[2-[2-[2-[benzyl(methyl)amino]ethoxy]ethoxy]ethoxy] ethoxy]ethyl]-N-tert-butoxycarbonyl-carbamate